perfluoropropionic anhydride FC(C(=O)OC(C(C(F)(F)F)(F)F)=O)(C(F)(F)F)F